2,3-dimethyl-i-propylimidazolium bis(trifluoromethanesulfonyl)imide [N-](S(=O)(=O)C(F)(F)F)S(=O)(=O)C(F)(F)F.CC=1NC=C([N+]1C)C(C)C